2-(cyclobutylmethyl)-5-(3-cyclopropylpyrazolo[1,5-a]pyrimidin-5-yl)-7H-pyrrolo[2,3-d]pyrimidine C1(CCC1)CC=1N=CC2=C(N1)NC=C2C2=NC=1N(C=C2)N=CC1C1CC1